2-chloro-N-(1-cyanocyclopropyl)-5-[1-[1-methyl-5-[1,2,2,2-tetrafluoro-1-(trifluoromethyl)ethyl]pyrrol-2-yl]pyrazol-4-yl]benzamide ClC1=C(C(=O)NC2(CC2)C#N)C=C(C=C1)C=1C=NN(C1)C=1N(C(=CC1)C(C(F)(F)F)(C(F)(F)F)F)C